COC(=O)[C@H]1CCCC=2N1C(N(N2)CC2=NC(=NC=C2)C(F)(F)F)=O.BrCCO[Si](C)(C)C(C)(C)C |r| (2-bromoethoxy)(tert-butyl)dimethylsilane Methyl-(5RS)-3-oxo-2-{[2-(trifluoromethyl)pyrimidin-4-yl]methyl}-2,3,5,6,7,8-hexahydro[1,2,4]triazolo[4,3-a]pyridine-5-carboxylate